O1C(=CC=C1)C(C)(C)C=1OC=CC1 2,2-di(furyl)propane